COC1=C(C(=CC=C1)C)C1=CC=2C(=CN=C(C2)C2(CC2)C(=O)N)N1C [2-(2-methoxy-6-methylphenyl)-1-methylpyrrolo[2,3-c]pyridin-5-yl]cyclopropanecarboxamide